Azetidinyl-Oxetane Lithium Acetat C(C)(=O)[O-].[Li+].N1(CCC1)C1OCC1